C(\C=C\C(=O)O)(=O)O.C(C)N(C(C1=C(C=CC(=C1)F)OC1=C(N=CN=N1)N1CC2(CN(C2)C(C(C)C)CC(CN(C)C(C)C)O)CC1)=O)C(C)C N-ethyl-5-fluoro-2-((5-(2-((3x-R,5x-S)-5-hydroxy-6-(isopropyl-(methyl)amino)-2-methylhex-3-yl)-2,6-diazaspiro[3.4]oct-6-yl)-1,2,4-triazin-6-yl)oxy)-N-isopropylbenzamide fumarate